1-Cyclohexyl-N-((1,2,3,5,6,7-hexahydro-s-indacen-4-yl)carbamoyl)azetidine-3-sulfonamide, potassium salt [K].C1(CCCCC1)N1CC(C1)S(=O)(=O)NC(NC1=C2CCCC2=CC=2CCCC12)=O